[Cl-].C[N+](CCC[Si](OC)(OC)OC)(CCCCCCCCCCCCCCC)C dimethylpentadecyl-[3-(trimethoxysilyl)propyl]ammonium chloride